(2-chloro-6-methoxyphenyl)(methyl)(((6-(5-(trifluoromethyl)-1,2,4-oxadiazol-3-yl)imidazo[1,2-a]pyridin-2-yl)methyl)imino)-λ6-sulfanone ClC1=C(C(=CC=C1)OC)S(=O)(=NCC=1N=C2N(C=C(C=C2)C2=NOC(=N2)C(F)(F)F)C1)C